(±)-2-(5-Chloropyrazin-2-yl)-3-cyclopropylpropionic acid ClC=1N=CC(=NC1)[C@H](C(=O)O)CC1CC1 |r|